5-[(2-methoxybenzyl)-methylamino]-2-pyridin-2-yl-4,5,6,7-tetrahydro-2H-indazol-3-ol hydrochloride Cl.COC1=C(CN(C2CC3=C(N(N=C3CC2)C2=NC=CC=C2)O)C)C=CC=C1